4-[[3-(4-methoxyphenyl)imidazo[1,2-a]pyrazin-8-yl]amino]-N,2-dimethyl-N-[2-(2-piperazin-1-ylethoxy)ethyl]benzamide COC1=CC=C(C=C1)C1=CN=C2N1C=CN=C2NC2=CC(=C(C(=O)N(CCOCCN1CCNCC1)C)C=C2)C